4-(2-fluorophenyl)-6-oxo-1,6-dihydropyridine-3-carboxylic acid ethyl ester C(C)OC(=O)C1=CNC(C=C1C1=C(C=CC=C1)F)=O